2-((2-methoxy-4-((7-phenylbenzo[d]isothiazol-3-yl)amino)benzyl)amino)ethan-1-ol COC1=C(CNCCO)C=CC(=C1)NC1=NSC2=C1C=CC=C2C2=CC=CC=C2